CCCCCCCC/C=C\\CCCCCCCC(=O)OC[C@@H](OC(=O)CCCCCCC/C=C\\CCCCCCCC)COP(=O)(OCC(O)COP(=O)(OC[C@H](OC(=O)CCCCCCC/C=C\\CCCCCCCC)COC(=O)CCCCCCC/C=C\\CCCCCCCC)[O-])[O-] The molecule is a cardiolipin 72:4(2-) that is the dianion formed from tetraoleoyl cardiolipin by loss of an electron from each of the phospho groups; major species at pH 7.3. It is a conjugate base of a tetraoleyl cardiolipin.